NC1=CC2=C(SC3=C2C=C(C=C3)N)C=C1 2,8-diaminodibenzothiophene